OC[C@H]1N(C[C@H](C1)C=1SC=CN1)C(=O)OC(C)(C)C tert-butyl (2S,4S)-2-(hydroxymethyl)-4-(thiazol-2-yl)pyrrolidine-1-carboxylate